FC=1C=C2C(NN=C(C2=CC1F)[C@@H](C)N(C(=O)NC1=CC(=C(C(=C1)F)F)F)C)=O (R)-(1-(6,7-Difluoro-4-oxo-3,4-dihydrophthalazinyl)ethyl)methyl-3-(3,4,5-trifluorophenyl)urea